C(CCCCCCCCCCCCCCCCC)C1=CSC=C1 3-octadecylthiophene